(5-chloro-2-hydroxyphenyl)carbamic acid tert-butyl ester C(C)(C)(C)OC(NC1=C(C=CC(=C1)Cl)O)=O